(1R,2s,3R,5R)-3-(4-amino-2-chloro-5-phenyl-7H-pyrrolo[2,3-d]pyrimidin-7-yl)-5-(((3-((4-fluorophenethyl)amino)propyl)amino)methyl)cyclopentane-1,2-diol NC=1C2=C(N=C(N1)Cl)N(C=C2C2=CC=CC=C2)[C@H]2[C@@H]([C@@H]([C@H](C2)CNCCCNCCC2=CC=C(C=C2)F)O)O